3-Cyclopentylpropanenitrile Phosphoric Acid Salt P(O)(O)(O)=O.C1(CCCC1)CCC#N